FOP(OF)OF trifluorooxyphosphorus